ClC1=CC=C(CC2C(NC(C2)=O)=O)C=C1 3-(4-chlorobenzyl)pyrrolidine-2,5-dione